C(C=C)(=O)OC1=CC=CC2=CC3=CC4=CC=CC=C4C=C3C=C12 tetracenyl acrylate